5-chloro-3-fluoro-2-(4-{[(3R)-1-(2-hydroxyethyl)piperidin-3-yl]amino}pyrido[3,4-d]pyridazin-1-yl)phenol ClC=1C=C(C(=C(C1)O)C1=C2C(=C(N=N1)N[C@H]1CN(CCC1)CCO)C=NC=C2)F